CC1=C(C(=C(C(=C1C)C#N)C)C)C#N 2,3,5,6-tetramethyl-1,4-dicyanobenzene